ClC=1C(=C(CN2[C@@H](C[C@@](CC2)(C(=O)O)CC2=NC(=CC=C2C#N)NC2=NNC(=C2)C)CC)C=CC1)F (2R,4R)-1-(3-chloro-2-fluorobenzyl)-4-((3-cyano-6-((5-methyl-1H-pyrazol-3-yl)amino)pyridin-2-yl)methyl)-2-ethylpiperidine-4-carboxylic acid